ClC1=C(C=CC(=C1)Cl)C(C[NH-])C [2-(2,4-dichloro-phenyl)-2-methyl-ethyl]-amide